(1R,11R)-5-chloro-18-(difluoromethoxy)-12-methyl-2,9,12-triazapentacyclo[9.8.1.0^{2,10}.0^{3,8}.0^{14,19}]icosa-3(8),4,6,9,14(19),15,17-heptaen-13-one ClC1=CC=2N3[C@H]4C=5C(=CC=CC5C(N([C@@H](C3=NC2C=C1)C4)C)=O)OC(F)F